(2S,3R,4S,5R)-2-[4-(benzylamino)furo[3,2-d]pyrimidin-7-yl]-5-(hydroxymethyl)oxolane-3,4-diol C(C1=CC=CC=C1)NC=1C2=C(N=CN1)C(=CO2)[C@@H]2O[C@@H]([C@H]([C@H]2O)O)CO